C(C)NCCCCCCCCCCO 10-ethylamino-1-decanol